C(=O)(O)C=1C=CC2=C(N=C(S2)CC(=O)OCC)C1 Ethyl (5-carboxybenzthiazol-2-yl)acetate